CC1(CC=2N(CC1)N=CC2C2=CC(=NC=C2F)NC(=O)[C@@H]2C[C@@H](CCC2)NC(OC(C)(C)C)=O)C Tert-butyl ((1R,3S)-3-((4-(5,5-dimethyl-4,5,6,7-tetrahydropyrazolo[1,5-a]pyridin-3-yl)-5-fluoropyridin-2-yl)carbamoyl)cyclohexyl)carbamate